C1(=CC=CC=C1)[P+](C1=CC=CC=C1)(C1=CC=CC=C1)C1=CC=CC=C1.C(=O)([O-])C=1C=C(C=C(C1)C(=O)[O-])S(=O)(=O)[O-].C1(=CC=CC=C1)[P+](C1=CC=CC=C1)(C1=CC=CC=C1)C1=CC=CC=C1.C1(=CC=CC=C1)[P+](C1=CC=CC=C1)(C1=CC=CC=C1)C1=CC=CC=C1 3,5-dicarboxybenzenesulfonic acid, tetraphenyl-phosphonium salt